N-(3-(5-chloro-2-methoxyphenyl)-1-(cyanomethyl)-1H-pyrazol-4-yl)pyrazolo[1,5-a]pyrimidine-3-carboxamide ClC=1C=CC(=C(C1)C1=NN(C=C1NC(=O)C=1C=NN2C1N=CC=C2)CC#N)OC